seryl pentacosanoate C(CCCCCCCCCCCCCCCCCCCCCCCC)(=O)OC([C@@H](N)CO)=O